NC1=C2C(N(C(C2=C(C=C1)O)=O)C1C(NC(CC1)=O)=O)=O 4-amino-2-(2,6-dioxopiperidin-3-yl)-7-hydroxyisoindoline-1,3-dione